COC(=O)C1=CSC(=N1)C(=O)C2=CNC3=CC=CC=C32 2-(1'H-indole-3'-carbonyl)thiazole-4-carboxylic acid methyl ester